BrC1=CC=C(C=C1)N1C=2C=CC=CC2C(C2=CC=CC=C12)(C)C 10-(4-bromophenyl)-9,10-dihydro-9,9-dimethylacridine